(1S,5S)-6-(4-butylphenyl)-N-(2-hydroxyethyl)-9,9-dimethyl-3,6-diazabicyclo[3.2.2]nonane-3-carboxamide C(CCC)C1=CC=C(C=C1)N1[C@@H]2CN(C[C@H](C1)CC2(C)C)C(=O)NCCO